COC1=NC(=NC(=C1)OC)CN1CC2(CN(C2)C(CC2=CC=C(C=C2)F)=O)C1 1-[6-(4,6-Dimethoxy-pyrimidin-2-ylmethyl)-2,6-diaza-spiro[3.3]hept-2-yl]-2-(4-fluoro-phenyl)-ethanone